BrC=1C(=CC(=NC1)Cl)C1(CCC1)O 1-(5-bromo-2-chloropyridin-4-yl)cyclobutane-1-ol